bromo(bromine) BrBr